methyl 6-oxo-1-[5-[3-(trideuteriomethyl)triazol-4-yl]-3-pyridyl]pyridazine-3-carboxylate O=C1C=CC(=NN1C=1C=NC=C(C1)C=1N(N=NC1)C([2H])([2H])[2H])C(=O)OC